6-{[5-(4-chlorobenzamido)-2-[(4-chlorophenyl)methyl]-3-oxo-1,2,4-thiadiazolidin-4-yl]methoxy}-6-oxohexane ClC1=CC=C(C(=O)NC2N(C(N(S2)CC2=CC=C(C=C2)Cl)=O)COC(CCCCC)=O)C=C1